CC1=NC2=CC=C(C=C2C(=N1)N1CC=2C=C(C=NC2CC1)C=1C=NC(=CC1)C)C(F)(F)F 2-methyl-4-[3-(6-methyl-3-pyridyl)-7,8-dihydro-5H-1,6-naphthyridin-6-yl]-6-(trifluoromethyl)quinazoline